bis(p-tolyl)amine C1(=CC=C(C=C1)NC1=CC=C(C=C1)C)C